C1(CC1)C1=NC=C(C(=C1)C1=CC(=NN1COCC[Si](C)(C)C)C(=O)C1CC12NCCC(C2)C(=O)O)F [5-(2-cyclopropyl-5-fluoropyridin-4-yl)-1-{[2-(trimethylsilyl)ethoxy]methyl}pyrazole-3-carbonyl]-4-azaspiro[2.5]octane-7-carboxylic acid